3-(1-(tert-Butoxycarbonyl)piperidin-4-yl)-7-methyl-1H-indole-2-carboxylic acid C(C)(C)(C)OC(=O)N1CCC(CC1)C1=C(NC2=C(C=CC=C12)C)C(=O)O